FC(OC1=C(C=CC(=C1)F)C(C)N1C[C@@H](N(C[C@H]1CC)C=1C=2C(N(C(C1)=O)C)=CN(N2)CC#N)CC)F 2-(7-((2S,5R)-4-(1-(2-(difluoromethoxy)-4-fluorophenyl)ethyl)-2,5-diethylpiperazin-1-yl)-4-methyl-5-oxo-4,5-dihydro-2H-pyrazolo[4,3-b]pyridin-2-yl)acetonitrile